N-(4-(4-amino-5-(4-(pyrrolidine-1-carbonyl)phenyl)-7H-pyrrolo[2,3-d]pyrimidin-6-yl)phenyl)acrylamide Titanium [Ti].NC=1C2=C(N=CN1)NC(=C2C2=CC=C(C=C2)C(=O)N2CCCC2)C2=CC=C(C=C2)NC(C=C)=O